C(C)(C)OC1=C(C=C2C=CN=C(C2=C1)OC[C@H]1NC(CC1)=O)C#N (S)-7-isopropoxy-1-((5-oxopyrrolidin-2-yl)methoxy)isoquinoline-6-carbonitrile